(4-methylphenyl)-(4-methoxyanilino)acetic acid methyl ester COC(C(NC1=CC=C(C=C1)OC)C1=CC=C(C=C1)C)=O